((1-(4-(trifluoromethyl)benzyl)-1H-1,2,3-triazol-4-yl)methyl)cinnamamide FC(C1=CC=C(CN2N=NC(=C2)CC(C(=O)N)=CC2=CC=CC=C2)C=C1)(F)F